1,3-Di-iso-propylbenzene C(C)(C)C1=CC(=CC=C1)C(C)C